O1CC(C=C1)=O furan-3(1H)-one